3-[3-(trifluoromethyl)phenoxy]azetidine hydrochloride Cl.FC(C=1C=C(OC2CNC2)C=CC1)(F)F